4-amino-N-(4-chloro-3-methoxybenzyl)-N-methoxy-1-ethyl-1H-pyrazolo[4,3-c]quinoline-8-carboxamide NC1=NC=2C=CC(=CC2C2=C1C=NN2CC)C(=O)N(OC)CC2=CC(=C(C=C2)Cl)OC